FC1=C(C(=C(C(=C1)F)F)C)B(C1=C(C=C(C(=C1C)F)F)F)C1=C(C=C(C(=C1C)F)F)F tris(2,4,5-trifluoro-6-methylphenyl)boron